2-(3-fluoro-5-((S or R)-1-(((S)-((S)-7-fluoro-1,2,3,4-tetrahydro-1,5-naphthyridin-3-yl)(phenyl)methyl)amino)propan-2-yl)phenyl)acetic acid FC=1C=C(C=C(C1)[C@@H](CN[C@H](C1=CC=CC=C1)[C@@H]1CNC2=CC(=CN=C2C1)F)C)CC(=O)O |o1:7|